3-[(2,2-dimethylpropionyl-oxymethyl)carbamoyl]-1-methylpyridinium iodide [I-].CC(C(=O)OCNC(=O)C=1C=[N+](C=CC1)C)(C)C